C(C)(=O)O.CN(C)C(C)C N,N-dimethyl-isopropylamine acetate